C1=C2NC(=O)N2C1C3C(C(=NC(=O)N3)N)N The molecule is a member of the class of azabicycloalkanes that is 1,3-diazabicyclo[2.2.0]hex-4-en-2-one substituted at position 6 by a 5,6-diamino-2-oxo-2,3,4,5-tetrahydropyrimidin-4-yl group. It has a role as a Mycoplasma genitalium metabolite. It is an aminopyrimidine, an azabicycloalkane and a pyrimidone.